C(CCCCCCC)[Si](OCC)(OCC)OCC octyltriEthoxysilane